5-[4-[(3S)-1-(3-fluoropropyl)pyrrolidin-3-yl]oxyphenyl]-6-(3-methylbenz-imidazol-5-yl)-8,9-dihydro-7H-benzo[7]annulen-2-ol FCCCN1C[C@H](CC1)OC1=CC=C(C=C1)C1=C(CCCC2=C1C=CC(=C2)O)C2=CC1=C(N=CN1C)C=C2